[Yb+3].[Er+3].[O-2].[Ga+3] gallium oxide erbium ytterbium